(3R)-4-[5-fluoro-2-(3-methyl-6-{1-[(3R)-2-methyl-6-(4-methylpiperazin-1-yl)hexan-3-yl]azetidin-3-yl}imidazo[1,5-a]pyridin-8-yl)benzoyl]-3-methylmorpholine FC=1C=CC(=C(C(=O)N2[C@@H](COCC2)C)C1)C=1C=2N(C=C(C1)C1CN(C1)[C@@H](C(C)C)CCCN1CCN(CC1)C)C(=NC2)C